C(C)(C)(C)OC(C(CCCC(CO)(C)C)(C)C=1C=C2CC(CC2=CC1)(C(=O)OCC)C(=O)OCC)=O diethyl 5-(1-(tert-butoxy)-7-hydroxy-2,6,6-trimethyl-1-oxoheptan-2-yl)-1,3-dihydro-2H-indene-2,2-dicarboxylate